C(C)(=O)O[C@H](C(=O)NC1=CC(=CC(=C1)C(NC(CO)CO)=O)C(NC(CO)CO)=O)C (S)-1-((3,5-bis((1,3-dihydroxypropan-2-yl) carbamoyl) phenyl) amino)-1-oxopropan-2-yl acetate